CC=1C=C(C=C2C(NC(=NC12)C=1C=C2C(=CN1)SC=C2)=O)CC(=O)N2CCOCCC2 8-Methyl-6-[2-(1,4-oxazepan-4-yl)-2-oxo-ethyl]-2-thieno[2,3-c]pyridin-5-yl-3H-quinazolin-4-one